(5R)-5-(chloromethyl)-2-oxazolidinone ClC[C@H]1CNC(O1)=O